COC(=O)C1=C(C2=C(S1)C=C(C=C2)C(F)(F)F)N 3-amino-6-(trifluoromethyl)benzo[b]thiophene-2-carboxylic acid methyl ester